CC1=C(C=C(C=C1)NC(=O)N1C2CN(CC1C2)CC(F)(F)F)C2=NC=CC=C2 N-(4-methyl-3-(pyridin-2-yl)phenyl)-3-(2,2,2-trifluoroethyl)-3,6-diazabicyclo[3.1.1]heptane-6-carboxamide